tert-butyl 4-[(2-chloro-6-methyl-pyrimidin-4-yl)amino]piperidine-1-carboxylate ClC1=NC(=CC(=N1)NC1CCN(CC1)C(=O)OC(C)(C)C)C